3-((S)-3-((2S,4R)-1-((S)-2-(1-fluorocyclopropane-1-carboxamido)-3,3-dimethylbutanoyl)-4-hydroxypyrrolidine-2-carboxamido)-3-(4-(4-methylthiazol-5-yl)phenyl)propanamido)propanoic acid FC1(CC1)C(=O)N[C@H](C(=O)N1[C@@H](C[C@H](C1)O)C(=O)N[C@@H](CC(=O)NCCC(=O)O)C1=CC=C(C=C1)C1=C(N=CS1)C)C(C)(C)C